B(O)(O)O.[Na] sodium boric acid